COC=1C=C(CNC(C(=O)[C@H]2N(CCC2)C(CNC(=O)C2=CC=NC3=CC=C(C=C23)OCCCN(C)C)=O)=O)C=CC1OC (S)-N-(2-(2-(2-((3,4-dimethoxybenzyl)amino)-2-oxoacetyl)pyrrolidin-1-yl)-2-oxoethyl)-6-(3-(dimethylamino)propoxy)quinoline-4-carboxamide